3-chloro-N-[(1S)-2-(6-fluoro-2,3-dimethylphenyl)-1-(5-oxo-4H-1,3,4-oxadiazol-2-yl)propyl]-2-(2-hydroxyethyl)benzenesulfonamide ClC=1C(=C(C=CC1)S(=O)(=O)N[C@@H](C(C)C1=C(C(=CC=C1F)C)C)C=1OC(NN1)=O)CCO